C(C(C)C)N1N=CC=C1C=1C=CC=C2C=NC(=NC12)NC=1C=CC(=C(C1)NC(=O)C1=CC=C(C(=O)OCC)C=C1)C ethyl 4-[[5-[[8-(2-isobutylpyrazol-3-yl)quinazolin-2-yl]amino]-2-methyl-phenyl]carbamoyl]benzoate